C1=CC=CC=2C3=CC=CC=C3C(C12)COC(=O)N[C@H](C(=O)N[C@H](C(=O)O)CCC(C)(C)C)CC1=NC=CC=C1 (S)-2-((S)-2-((((9H-Fluoren-9-yl)methoxy)carbonyl)amino)-3-(pyridin-2-yl)propanamido)-5,5-dimethylhexanoic acid